O=C([C@H](O)[C@@H](O)[C@H](O)[C@H](O)C(=O)N)O.O=C([C@H](O)[C@@H](O)[C@H](O)[C@H](O)C(=O)N)O diglucaric acid amide